C1N(CCC2=CC=CC=C12)C1CCN(CC1)CC=1N(C=C(N1)C1=CC=CC=C1)C trans-4-(3,4-Dihydroisoquinolin-2(1H)-yl)-1-((1-methyl-4-phenyl-1H-imidazol-2-yl)methyl)piperidine